(2-amino-ethylamino)ethanol NCCNC(C)O